1-(2-(3-fluoro-5-(trifluoromethyl)benzyl)pyridin-4-yl)-3-methyl-1H-pyrazole-4-carboxamide FC=1C=C(CC2=NC=CC(=C2)N2N=C(C(=C2)C(=O)N)C)C=C(C1)C(F)(F)F